C(#N)C=1C=C(C=CC1OCC(C)C)C=1SC=C(N1)C 2-(3-cyano-4-isobutoxyphenyl)-4-methylthiazole